1-(3-(4-chloro-5-fluoropyrimidin-2-yl)-1-(2-fluorobenzyl)-1H-pyrazol-5-yl)ethanone ClC1=NC(=NC=C1F)C1=NN(C(=C1)C(C)=O)CC1=C(C=CC=C1)F